2-[(S)-4-(6-benzyl-4,5-dimethyl-pyridazin-3-yl)-2-methyl-3,4,5,6-tetrahydro-2H-[1,2']bipyrazinyl-5'-yl]-propan-2-ol C(C1=CC=CC=C1)C1=C(C(=C(N=N1)N1C[C@@H](N(CC1)C1=NC=C(N=C1)C(C)(C)O)C)C)C